(3R)-2-(tert-butoxycarbonyl)-9-(1-(4-(difluoromethoxy)phenyl)ethyl)-3-methyl-10-oxo-1,2,3,4,7,8,9,10-octahydropyrido[4',3':3,4]pyrazolo[1,5-a]pyrazine-7-carboxylic acid C(C)(C)(C)OC(=O)N1CC=2C(=NN3C2C(N(CC3C(=O)O)C(C)C3=CC=C(C=C3)OC(F)F)=O)C[C@H]1C